bis(cyclopentadiene) tungsten hydride [WH4].C1=CC=CC1.C1=CC=CC1